1-(3-nitrophenyl)ethane [N+](=O)([O-])C=1C=C(C=CC1)CC